FC(C=1N=C2N(N=CC3=C2C(C[C@H]3C(=O)NC3=CC(=NC=C3)C(F)(F)F)(C)C)C1)F (R)-2-(difluoromethyl)-9,9-dimethyl-N-(2-(trifluoromethyl)pyridin-4-yl)-8,9-dihydro-7H-cyclopenta[d]imidazo[1,2-b]pyridazine-7-carboxamide